N1C(=NC=C1)C1=NC=2C(=C3C(=NC2)N(C=C3)S(=O)(=O)C3=CC=CC=C3)N1[C@H]1CN(CC1)C(=O)NCC(F)(F)F (R)-3-(2-(1H-imidazol-2-yl)-6-(benzenesulfonyl)imidazo[4,5-d]pyrrolo[2,3-b]pyridine-1(6H)-yl)-N-(2,2,2-trifluoroethyl)pyrrolidine-1-carboxamide